methyl 2-(4-bromobenzoyl)-4-(4-methoxyphenyl)-4-oxobutanoate BrC1=CC=C(C(=O)C(C(=O)OC)CC(=O)C2=CC=C(C=C2)OC)C=C1